tridecafluorooctyl acrylate (2-(perfluorohexyl)ethyl acrylate) FC(C(C(C(C(C(F)(F)F)(F)F)(F)F)(F)F)(F)F)(CCC(C(=O)O)=C)F.C(C=C)(=O)OC(C(C(C(C(CCC(F)(F)F)(F)F)(F)F)(F)F)(F)F)(F)F